N-[4-(Azidomethyl)phenyl]-2-(hydroxycarbamoyl)-3-methyl-butanamide N(=[N+]=[N-])CC1=CC=C(C=C1)NC(C(C(C)C)C(NO)=O)=O